spiro[3.5]nonan-2-yl (1-(4-(2,6-dioxopiperidin-3-yl)-3,5-difluorophenyl)azetidin-3-yl)carbamate O=C1NC(CCC1C1=C(C=C(C=C1F)N1CC(C1)NC(OC1CC2(C1)CCCCC2)=O)F)=O